C(C)(C)C1=C(NC2=CC=C(C=C12)C1CCNCC1)C1=C2C(=NC=C1)NC=C2C 4-(3-isopropyl-5-(piperidin-4-yl)-1H-indol-2-yl)-3-methyl-1H-pyrrolo[2,3-b]pyridine